FC(C(=O)O)(F)F.NCC1=NN2C(C=C(C=C2C2=CC=C(C=C2)F)C2=CC=C(C=C2)C(=O)N2CCC(CC2)(F)F)=C1 (4-(2-(aminomethyl)-7-(4-fluorophenyl)pyrazolo[1,5-a]pyridin-5-yl)phenyl)(4,4-difluoropiperidin-1-yl)methanone trifluoroacetate